BrC1=CC=C(C2=C1CCO2)NC2=NC=C(C(=N2)NC2=C(C(=O)NC([2H])([2H])[2H])C=CC=C2)C(F)(F)F 2-({2-[(4-bromo-2,3-dihydro-1-benzofuran-7-yl)amino]-5-(trifluoromethyl)pyrimidin-4-yl}amino)-N-(trideuteriomethyl)benzamide